2,6-bis[(3-ethyl-3-oxetanyl)methoxy]bicyclo[2.2.1]heptane C(C)C1(COC1)COC1C2C(CC(C1)C2)OCC2(COC2)CC